ClC1=C(C=C(OCC(=O)NC23[C@H](CC(CC2)(CC3)NC(=O)C3OC2=C(N(C3)C)C=CC=C2)O)C=C1)F N-{(3S)-4-[2-(4-chloro-3-fluorophenoxy)acetamido]-3-hydroxybicyclo[2.2.2]oct-1-yl}-4-methyl-3,4-dihydro-2H-1,4-benzoxazine-2-carboxamide